(s)-2-Chloro-4-(4-(2,2-difluoroethyl)-1-((5-methoxy-7-methyl-1H-indol-4-yl)methyl)piperazin-2-yl)benzoic acid ClC1=C(C(=O)O)C=CC(=C1)[C@@H]1N(CCN(C1)CC(F)F)CC1=C2C=CNC2=C(C=C1OC)C